methyl (3Z)-3-[[4-[methyl-[2-(4-methylpiperazin-1-yl) acetyl] amino] anilino]-phenyl-methylene]-2-oxo-indoline-6-carboxylate CN(C1=CC=C(N\C(=C\2/C(NC3=CC(=CC=C23)C(=O)OC)=O)\C2=CC=CC=C2)C=C1)C(CN1CCN(CC1)C)=O